2-(methacryloyloxy)ethyl-trimethyl-ammonium p-toluenesulfonate CC1=CC=C(C=C1)S(=O)(=O)[O-].C(C(=C)C)(=O)OCC[N+](C)(C)C